C(#N)C1=C(SC2=C1C(=NC=C2C)C=2C1=C(C=3C=NC(=NC3C2F)S(=O)(=O)CC)COC1)NC(OC(C)(C)C)=O tert-Butyl (3-cyano-4-(3-(ethylsulfonyl)-5-fluoro-7,9-dihydrofuro[3,4-f]quinazolin-6-yl)-7-methylthieno[3,2-c]pyridin-2-yl)carbamate